N-(3,4-methylenedioxybenzyl)acrylamide ethyl-2-(5-(4-methoxybenzyl)-4-oxo-3-(trifluoromethyl)-4,5-dihydro-1H-pyrrolo[2,3-d]pyridazin-1-yl)acetate C(C)OC(CN1C=C(C2=C1C=NN(C2=O)CC2=CC=C(C=C2)OC)C(F)(F)F)=O.C2OC=1C=C(CNC(C=C)=O)C=CC1O2